1-[(2-methoxypyridin-4-yl)methyl]-3-[rac-(1R,2S)-2-phenylcyclopropyl]urea COC1=NC=CC(=C1)CNC(=O)N[C@H]1[C@@H](C1)C1=CC=CC=C1 |r|